ClC1=NN=C(C2=CC=C(C=C12)N1CCN(CC1)C)C chloro-1-methyl-6-(4-methylpiperazin-1-yl)phthalazine